C1(CCCCC1)C1=CC=C(C=C1)NC=1C2=C(N=C(N1)N1CC(OCC1)C1CC1)COC2 N-(4-cyclohexylphenyl)-2-(2-cyclopropyl-morpholin-4-yl)-5,7-dihydrofuro[3,4-d]pyrimidin-4-amine